4-amino-8-(trans-4-aminocyclohexoxy)-N-(cyanomethyl)-N,5,5-trimethyl-6H-benzo[h]quinazoline-7-sulfonamide NC1=NC=NC=2C=3C(CC(C12)(C)C)=C(C(=CC3)O[C@@H]3CC[C@H](CC3)N)S(=O)(=O)N(C)CC#N